pentamethylcyclopentadienyl(1-ethyl-benz[e]indenyl)hafnium CC1=C(C(=C(C1([Hf]C=1CC=2C=CC3=C(C2C1CC)C=CC=C3)C)C)C)C